OCCNC(CCCCCCCCC=C)=O N-(2-hydroxyethyl)-10-undecenamide